CN1[C@@](CCC1)(C)/C=C/S(=O)(=O)NC(NC1=C2CCCC2=CC=2CCCC12)=O (R,E)-2-(1,2-Dimethylpyrrolidin-2-yl)-N-((1,2,3,5,6,7-hexahydro-s-indacen-4-yl)carbamoyl)ethen-1-sulfonamid